FC1=C2C3=C(NC2=C(C=C1F)NC)N=CC(=C3N3CCOCC3)C=3C=C1C(C(=CN(C1=NC3)N(C)C)C(=O)O)=O 6-[5,6-difluoro-8-(methylamino)-4-morpholino-9H-pyrido[2,3-b]indol-3-yl]-1-(dimethylamino)-4-oxo-1,8-naphthyridine-3-carboxylic acid